benzamide silver [Ag].C(C1=CC=CC=C1)(=O)N